2-iodo-5-methoxy-N-(piperidin-4-yl)-1-(2,2,2-trifluoroethyl)-1H-indol-4-amine IC=1N(C=2C=CC(=C(C2C1)NC1CCNCC1)OC)CC(F)(F)F